C(C1=CC=CC=C1)OC(=O)[C@H]1O[C@H]([C@@H]([C@H]([C@@H]1O)O)O)O.ClCCCC(=O)N(C1=NNC(=C1)CC1CCOCC1)C 4-chloro-N-methyl-N-[5-(tetrahydropyran-4-ylmethyl)-1H-pyrazol-3-yl]butanamide benzyl-(2S,3S,4S,5R,6R)-3,4,5,6-tetrahydroxytetrahydro-2H-pyran-2-carboxylate